FC1=C(C(=CC(=C1)NCCNCCO)F)N1C=2C=C(C=CC2C=2C=C(C=CC2N(C1=O)CC)F)C#N 8-[2,6-difluoro-4-({2-[(2-hydroxyethyl)amino]ethyl}amino)phenyl]-10-ethyl-14-fluoro-9-oxo-8,10-diazatricyclo[9.4.0.02,7]pentadeca-1(11),2(7),3,5,12,14-hexaene-5-carbonitrile